(R)-N-(2-(3''-chloro-4''-((2,4-difluorophenyl)methoxy-d2)-5',6''-dimethyl-2,2''-dicarbonyl-2H,2''H-[1,2':4',1''-terpyridin]-3-yl)propan-2-yl)acetamide ClC=1C(N(C(=CC1OC([2H])([2H])C1=C(C=C(C=C1)F)F)C)C1=CC(=NC=C1C)N1C(C(=CC=C1)C(C)(C)NC(C)=O)=C=O)=C=O